C(C)(C)(C)OC([C@H](CCCCNC(C)=O)NC([C@H](CCCCNC(=O)OC(C)(C)C)N)=O)=O (S)-6-acetylamino-2-((S)-2-amino-6-tert-butoxycarbonylamino-hexanoylamino)-hexanoic acid tert-butyl ester